C(C)(C)[C@H]1NC(N(C1)C1(CC2=CC=CC=C2C1)C(C(F)(F)F)O)=O (4R)-4-isopropyl-1-(2-(2,2,2-trifluoro-1-hydroxyethyl)-2,3-dihydro-1H-inden-2-yl)imidazolidin-2-one